(S)-3-Phenyl-N-[1-(3-pyridyl-phenyl)-ethyl]acrylamide C1(=CC=CC=C1)C=CC(=O)N[C@@H](C)C1=C(C=CC=C1)C=1C=NC=CC1